CC1(C2=CC=CC=C2C=2C=CC(=CC12)NC1=CC=2C3(C4=CC=CC=C4C2C=C1)C1=CC=CC=C1C=1C=CC=CC13)C N-(9,9-dimethyl-9H-fluorene-2-yl)-9,9'-spirobi[fluorene]-2-amine